O[C@H]1C[C@@H](CC1)N(CCCCCCCC(=O)N(CCCCCCCCCC)CCCCCCCCCC)CCCCCCCC(=O)N(CCCCCCCCCC)CCCCCCCCCC 8,8'-(((1R,3R)-3-HYDROXYCYCLOPENTYL)AZANEDIYL)BIS(N,N-DIDECYLOCTANAMIDE)